N=1N=CN2C(=NC=CC21)N [1,2,4]triazolo[4,3-c]pyrimidin-5-amine